O(C#N)C1=CC2=C(C(=CO2)C(=O)OCC)C=C1 Ethyl 6-Cyanatobenzofuran-3-Carboxylate